1H-indazole-5-carboxylic acid N1N=CC2=CC(=CC=C12)C(=O)O